propanoylethyleneimine C(CC)(C=C)=N